CC1(CC(C2=CC(=CC=C12)C(=O)O)(C1=CC=C(C=C1)C(=O)O)C)C 1,1,3-Trimethyl-5-carboxy-3-(4-carboxyphenyl)inden